C12(CC3CC(CC(C1)C3)C2)C=2C=C(C=CC2O)C2=C(C=C(C=C2)C=CC(=O)O)C=NOC(C)(C)C 3-[3'-adamantan-1-yl-4'-hydroxy-2-(tert-butoxyimino-methyl)-biphenyl-4-yl]-acrylic acid